2-oxo-4-((S)-2-oxopiperidin-3-yl)butyl isopropyl carbonate C(OCC(CC[C@H]1C(NCCC1)=O)=O)(OC(C)C)=O